NC1=CC=C(C=N1)N1C[C@H](CCC1)N(CC1=CC(=NC=C1)OC)CC1=CN2C3=C(C(=C(C=C3C1=O)F)F)OCCC2 (S)-7-(((1-(6-aminopyridin-3-yl)piperidin-3-yl)((2-methoxypyridin-4-yl)methyl)amino)methyl)-10,11-difluoro-3,4-dihydro-[1,4]oxazepino[2,3,4-ij]quinolin-8(2H)-one